C[C@@H]1N(CC[C@H]2[C@@H](CCC[C@H]12)[C@@H](C(F)(F)F)O)C(CC1=C(C(=NC=C1Cl)[C@@H](C)O)Cl)=O 1-[(1S,4aR,5R,8aS)-1-methyl-5-[(1S)-2,2,2-trifluoro-1-hydroxy-ethyl]-3,4,4a,5,6,7,8,8a-octahydro-1H-isoquinolin-2-yl]-2-[3,5-dichloro-2-[(1R)-1-hydroxyethyl]-4-pyridyl]ethanone